7-fluoro-1-phenylquinazolin-2,4(1H,3H)-dione FC1=CC=C2C(NC(N(C2=C1)C1=CC=CC=C1)=O)=O